4-(cyclopentylamino)-N-(2,6-dimethylphenyl)-2-((4-(4-methylpiperazin-1-yl)phenyl)amino)pyrimidine-5-carboxamide C1(CCCC1)NC1=NC(=NC=C1C(=O)NC1=C(C=CC=C1C)C)NC1=CC=C(C=C1)N1CCN(CC1)C